FC(OC=1C=C(C(=NC1)C)B(O)O)F (5-(difluoromethoxy)-2-methylpyridin-3-yl)boronic acid